2-allylmercapto-6-aminopyrimidin-4(3H)-one C(C=C)SC1=NC(=CC(N1)=O)N